Isopropyl 2-((S)-1-(4-(6-((7-fluoroquinolin-4-yl) methoxy) pyridin-2-yl) piperidin-1-yl) ethyl)-3-(((S)-oxetan-2-yl) methyl)-3H-imidazo[4,5-b]pyridine-5-carboxylate FC1=CC=C2C(=CC=NC2=C1)COC1=CC=CC(=N1)C1CCN(CC1)[C@@H](C)C1=NC=2C(=NC(=CC2)C(=O)OC(C)C)N1C[C@H]1OCC1